(R)-2-hydroxy-3-(5-((2-(2-methoxyphenyl)pyrimidin-4-yl)methoxy)-3-methyl-1H-pyrazol-1-yl)propionic acid methyl ester COC([C@@H](CN1N=C(C=C1OCC1=NC(=NC=C1)C1=C(C=CC=C1)OC)C)O)=O